(S)-8-(pyridin-3-ylsulfonyl)-3-(2-(4-(p-tolyl)piperazin-1-yl)ethyl)-2-oxa-8-azaspiro[4.5]decan-1-one N1=CC(=CC=C1)S(=O)(=O)N1CCC2(C[C@H](OC2=O)CCN2CCN(CC2)C2=CC=C(C=C2)C)CC1